NCC1=NC(=NC(=N1)CN)Cl 2,4-diaminomethyl-6-chloro-1,3,5-triazine